(1R,3S)-1-((2'-(benzyloxy)-3',4,4'-trifluoro-[1,1'-biphenyl]-3-yl)methyl)-3-(methylsulfonamido)cyclopentane-1-carboxamide C(C1=CC=CC=C1)OC1=C(C=CC(=C1F)F)C1=CC(=C(C=C1)F)C[C@]1(C[C@H](CC1)NS(=O)(=O)C)C(=O)N